4-(5-(4,4,5,5-tetramethyl-1,3,2-dioxaborolan-2-yl)pyrimidin-2-yl)thiomorpholine CC1(OB(OC1(C)C)C=1C=NC(=NC1)N1CCSCC1)C